(R)-3-fluoro-5-((1,1,2,2-tetrafluoro-2a-hydroxy-4-oxo-2,2a,3,4-tetrahydro-1H-cyclopenta[cd]inden-5-yl)oxy)benzonitrile FC=1C=C(C#N)C=C(C1)OC1=C2C=3[C@@](C(C(C3C=C1)(F)F)(F)F)(CC2=O)O